C(C)C(COC(CC)=O)CC (2-ethylbutoxy)-1-oxopropan